Cl.Cl.N1=CC(=CC=C1)[C@H]1NCC=C(C1)C=1C=NC=CC1 3-[(2S)-2-(3-pyridinyl)-1,2,3,6-tetrahydropyridin-4-yl]pyridine dihydrochloride